Cl.ClC=1C=C(C=CC1)C1=NOC(=N1)C(C)N 1-[3-(3-chlorophenyl)-1,2,4-oxadiazol-5-yl]Ethylamine hydrochloride